C(#N)C1=CNC2=C(C=CC(=C12)C)NS(=O)(=O)C=1C=NN(C1)C1(COC1)C N-(3-Cyano-4-methyl-1H-indol-7-yl)-1-(3-methyloxetan-3-yl)pyrazol-4-sulfonamid